(3S,4S)-1-(4-((3S,4S)-3-methoxy-4-pentadecanamidopyrrolidine-1-carbonyl)benzoyl)-N3,N4-bis((1S,2R)-2-phenylcyclopropyl)pyrrolidine-3,4-dicarboxamide CO[C@H]1CN(C[C@@H]1NC(CCCCCCCCCCCCCC)=O)C(=O)C1=CC=C(C(=O)N2C[C@H]([C@@H](C2)C(=O)N[C@@H]2[C@H](C2)C2=CC=CC=C2)C(=O)N[C@@H]2[C@H](C2)C2=CC=CC=C2)C=C1